F[C@@H]1[C@@H](C1)N1C(C(=CC=C1)NC(=O)C=1C(=NC=2N(C1)C=C(N2)[C@@]21CO[C@@](CC2)(C1)COC)OC(C)C)=O N-(1-((1R,2S)-2-fluorocyclopropyl)-2-oxo-1,2-dihydropyridin-3-yl)-7-isopropoxy-2-((1S,4R)-1-(methoxymethyl)-2-oxabicyclo[2.2.1]heptan-4-yl)imidazo[1,2-a]pyrimidine-6-carboxamide